N-((3S,4R)-3-Fluoropiperidin-4-yl)-4-methoxy-5-(pyrazolo[1,5-a]pyridin-5-yl)pyrrolo[2,1-f][1,2,4]triazin-2-amine F[C@H]1CNCC[C@H]1NC1=NN2C(C(=N1)OC)=C(C=C2)C2=CC=1N(C=C2)N=CC1